N-[(4,5-difluoro-1H-benzimidazol-2-yl)methyl]-8-ethyl-2-(4-methylpiperazin-1-yl)pyrazolo[1,5-a][1,3,5]triazin-4-amine FC1=C(C=CC=2NC(=NC21)CNC2=NC(=NC=1N2N=CC1CC)N1CCN(CC1)C)F